5-bromo-N-(3-carbamoyl-1,6-dichloro-2-naphthyl)-2-(3-chloro-2-pyridinyl)pyrazole-3-carboxamide BrC=1C=C(N(N1)C1=NC=CC=C1Cl)C(=O)NC1=C(C2=CC=C(C=C2C=C1C(N)=O)Cl)Cl